COC(=O)C=1C2=C(SC1Br)CCC2 bromo-4H,5H,6H-cyclopenta[b]thiophene-3-carboxylic acid methyl ester